N-(3-(4-Cyanothiophen-2-yl)-1H-pyrazol-5-yl)-4-(1-methylpiperidin-4-ylamino)benzamide C(#N)C=1C=C(SC1)C1=NNC(=C1)NC(C1=CC=C(C=C1)NC1CCN(CC1)C)=O